{[(2S,4S)-4-({2-[(2-cyano-4-fluorophenoxy)methyl]pyrimidin-4-yl}oxy)-2-methylpiperidin-1-yl]methyl}-1-[2-(2,2,2-trifluoroethoxy)ethyl]-1H-1,3-benzodiazole-6-carboxylic acid C(#N)C1=C(OCC2=NC=CC(=N2)O[C@@H]2C[C@@H](N(CC2)CC2=NC3=C(N2CCOCC(F)(F)F)C=C(C=C3)C(=O)O)C)C=CC(=C1)F